OC1(CC(C1)C(=O)N1CC2(C1)C[C@H](CC2)CC2=CC(=CC=C2)C(C)C)C |r| (rac)-((1s,3s)-3-Hydroxy-3-methylcyclobutyl)(6-(3-isopropylbenzyl)-2-azaspiro[3.4]octan-2-yl)methanon